(butanediol) diacrylate C(C=C)(=O)OC(CCC)OC(C=C)=O